3,5-difluoro-N-(2-(pyrrolidin-1-yl)ethyl)aniline FC=1C=C(NCCN2CCCC2)C=C(C1)F